(1S,2R)-2-((S)-5-Chloro-1-((6-oxo-5-azaspiro[2.4]heptan-5-yl)methyl)-8-((4-(trifluoromethyl)pyrimidin-5-yl)methoxy)-1,2,3,4-tetrahydroisochinolin-2-carbonyl)-1-methylcyclohexan ClC1=C2CCN([C@@H](C2=C(C=C1)OCC=1C(=NC=NC1)C(F)(F)F)CN1CC2(CC2)CC1=O)C(=O)[C@H]1[C@H](CCCC1)C